dimethyl-(2-sulfobutyl)ammonium hydroxide [OH-].C[NH+](CC(CC)S(=O)(=O)O)C